C(CCCCCCC\C=C/CCCCCCCC)OC(CC(C)O)=O 3-hydroxybutyric acid oleyl ester